1-(tert-butyl) 4-methyl (S)-3-amino-2,2-dimethylsuccinate N[C@@H](C(C(=O)OC(C)(C)C)(C)C)C(=O)OC